bis[4-octylphenyl]magnesium phosphate P(=O)(O)(O)O.C(CCCCCCC)C1=CC=C(C=C1)[Mg]C1=CC=C(C=C1)CCCCCCCC